ClC=1C2=C(N=CN1)NCC2C 4-chloro-5-methyl-6,7-dihydro-5H-pyrrolo[2,3-d]pyrimidine